3-Methyl-2-Penten CC(=CC)CC